C1(=CC=CC=C1)N1CN(C(C1)C1=CC=CC=C1)C1=CC=CC=C1 1,3,4-triphenylimidazolidine